methyl 1-methyl-2-oxo-4-((4-(trifluoromethyl)phenyl)amino)-1,2-dihydropyridine-3-carboxylate CN1C(C(=C(C=C1)NC1=CC=C(C=C1)C(F)(F)F)C(=O)OC)=O